(5'S,7a'R)-1-(3,5-dimethylbenzene-1-carbonyl)-5'-phenyl-tetrahydro-3'H-spiro-[piperidine-4,2'-pyrrolo[2,1-b][1,3]-oxazol]-3'-one CC=1C=C(C=C(C1)C)C(=O)N1CCC2(C(N3[C@H](O2)CC[C@H]3C3=CC=CC=C3)=O)CC1